2,4,4,6,6-pentamethyl-1-heptene CC(=C)CC(CC(C)(C)C)(C)C